(R)-8-(methylaminocarbonyl)-1,2,4a,5-tetrahydropyrazino[1,2-d]pyrido[2,3-b][1,4]oxazine-3(4H)-carboxylic acid tert-butyl ester C(C)(C)(C)OC(=O)N1C[C@H]2N(C3=C(OC2)N=C(C=C3)C(=O)NC)CC1